S(=O)(=O)(C1=CC=C(C)C=C1)N1C=CC=2C1=NC=C(C2)C=2C=NCCC2 3-(1-tosyl-1H-pyrrolo[2,3-b]pyridin-5-yl)-5,6-dihydropyridin